Bis(8-oxo-8-(pentadecan-7-ylthio)octyl) 2-((tert-butyldiphenylsilyl)oxy)pentanedioate [Si](C1=CC=CC=C1)(C1=CC=CC=C1)(C(C)(C)C)OC(C(=O)OCCCCCCCC(SC(CCCCCC)CCCCCCCC)=O)CCC(=O)OCCCCCCCC(SC(CCCCCC)CCCCCCCC)=O